N-(2-carbamoyl-4-chloro-6-methyl-phenyl)-2-(3-chloro-2-pyridyl)-5-[(5-cyclopropyltetrazol-2-yl)methyl]pyrazole-3-carboxamide C(N)(=O)C1=C(C(=CC(=C1)Cl)C)NC(=O)C=1N(N=C(C1)CN1N=C(N=N1)C1CC1)C1=NC=CC=C1Cl